O=C1NC(CCC1N1C(N(C2=C1C=CC(=C2)NC2=CC=C(C=C2)NC(OC(C)(C)C)=O)C)=O)=O tert-butyl N-[4-[[1-(2,6-dioxo-3-piperidyl)-3-methyl-2-oxo-benzimidazol-5-yl]amino]phenyl]carbamate